dipropyl ether C(CC)OCCC